ClC=1C=C(C=C(C1O)Cl)C=1C=C2C(=C(C=NC2=CC1)C#N)NC(C)C1=CC=CC=C1 6-(3,5-dichloro-4-hydroxy-phenyl)-4-(1-phenylethylamino)quinoline-3-carbonitrile